1-methyl-2-oxo-4-[4-(phenylthio)piperidin-1-yl]-1,2-dihydroquinoline-3-carbonitrile CN1C(C(=C(C2=CC=CC=C12)N1CCC(CC1)SC1=CC=CC=C1)C#N)=O